Natrium (S)-3-(2',4'-Difluorobiphenyl-3-yl)-3-(3-(1,6-dimethyl-4-oxido-2-oxo-1,2-dihydropyridin-3-yl)ureido)propanoat FC1=C(C=CC(=C1)F)C1=CC(=CC=C1)[C@H](CC(=O)[O-])NC(=O)NC=1C(N(C(=CC1[O-])C)C)=O.[Na+].[Na+]